C(C)(C)(C)OC(=O)N1CCC2(CC1)CCC(CC2)NCC2=CC=CC=C2 9-(benzylamino)-3-azaspiro[5.5]Undecane-3-carboxylic acid tert-butyl ester